2-(10-propenoyl-3-(8-chloro-7-fluoronaphthalen-1-yl)-4-fluoro-7-methyl-8-oxo-8,8a,9,10,11,12-hexahydro-7H-pyrazino[1',2':4,5]pyrazino[2,3-c][1,6]naphthyridin-11-yl)acetonitrile C(C=C)(=O)N1CC2N(C3=C(C=NC4=C(C(=NC=C34)C3=CC=CC4=CC=C(C(=C34)Cl)F)F)N(C2=O)C)CC1CC#N